C(C1=CC=CC=C1)OC1=C2C(=CNC2=C(C=C1)C)CCN(C)C [2-[4-(benzyloxy)-7-methylindol-3-yl]ethyl]dimethylamine